CC1=CC=C(C=C1)S(=O)(=O)OC1=CC(=C(C(=C1C)OC)C(=O)N1CC2=CC=CC(=C2C1)N)OS(=O)(=O)C1=CC=C(C=C1)C 4-(4-aminoisoindoline-2-carbonyl)-5-methoxy-6-methyl-1,3-phenylene bis(4-methyl-benzenesulfonate)